N-(cyanomethyl)-3-{6-[1-(2-methoxyethyl)-3,6-dihydro-2H-pyridin-4-yl]-1,3-Benzooxazol-2-yl}propanamide C(#N)CNC(CCC=1OC2=C(N1)C=CC(=C2)C=2CCN(CC2)CCOC)=O